N-methyl-3-(2-methyl-2H-tetrazol-5-yl)-4-((3-(trifluoromethyl)phenyl)amino)benzenesulfonamide CNS(=O)(=O)C1=CC(=C(C=C1)NC1=CC(=CC=C1)C(F)(F)F)C=1N=NN(N1)C